NC1=NC(N(C=C1C#CCN(C(CCC(=O)O)=O)O)[C@@H]1O[C@@H]([C@H](C1)O)CO)=O 4-((3-(4-amino-1-((2R,4S,5R)-4-hydroxy-5-(hydroxymethyl)tetrahydrofuran-2-yl)-2-oxo-1,2-dihydropyrimidin-5-yl)prop-2-yn-1-yl)(hydroxy)amino)-4-oxobutanoic acid